CN1N=C(C(=C1C)C=1C=C2CC(NC2=CC1)=O)OCCCN(C(OC(C)(C)C)=O)C tert-butyl N-[3-[1,5-dimethyl-4-(2-oxoindolin-5-yl)pyrazol-3-yl]oxypropyl]-N-methyl-carbamate